4-(2-fluoro-3-(4,4,5,5-tetramethyl-1,3,2-dioxaborolan-2-yl)phenyl)-1,3,5-trimethyl-1H-pyrazole FC1=C(C=CC=C1B1OC(C(O1)(C)C)(C)C)C=1C(=NN(C1C)C)C